B([O-])([O-])[O-].[Li+].[Co+2].[Ni+2] nickel-cobalt lithium borate